N-[4-[4-(4-Cyanophenyl)piperazin-1-yl]phenyl]-4-methoxybenzamid C(#N)C1=CC=C(C=C1)N1CCN(CC1)C1=CC=C(C=C1)NC(C1=CC=C(C=C1)OC)=O